OC=1C=C(C=CC1O)C1(C2(N(CC1)C)C(NC1=CC=CC=C12)=O)C(C1=CC=C(C=C1)F)=O (3,4-dihydroxyphenyl)-3'-(4-fluorobenzoyl)-1'-methylspiro[indoline-3,2'-pyrrolidin]-2-one